N-((3R,4S)-4-((6-(2-chloro-3,5-dimeth-oxyphenyl)-8-((2-(4-methylpiperazin-1-yl)ethyl)amino)pyrido[3,4-d]pyrimidin-2-yl)amino)tetrahydrofuran-3-yl)acrylamide ClC1=C(C=C(C=C1OC)OC)C1=CC2=C(N=C(N=C2)N[C@H]2[C@H](COC2)NC(C=C)=O)C(=N1)NCCN1CCN(CC1)C